N-(4-fluorobenzyl)-4-(3-(pyridin-4-ylmethyl)ureido)-N-(2-(trifluoromethyl)benzyl)benzenesulfonamide FC1=CC=C(CN(S(=O)(=O)C2=CC=C(C=C2)NC(=O)NCC2=CC=NC=C2)CC2=C(C=CC=C2)C(F)(F)F)C=C1